[N+](=O)([O-])C1=C(C=C(C(=C1)Cl)Br)O 2-nitro-4-chloro-5-bromophenol